(R)-N-(4-((2-(1,1-difluoroethyl)-6-methylpyrimidin-4-yl)amino)-5-(2-methoxypropoxy)pyridin-2-yl)acetamide FC(C)(F)C1=NC(=CC(=N1)NC1=CC(=NC=C1OC[C@@H](C)OC)NC(C)=O)C